FC(OC=1C=C(C=NC1)C1=NNC(=N1)C1[C@H]2CC(C[C@@H]12)O)F (1R,5S)-6-[3-[5-(difluoromethoxy)-3-pyridinyl]-1H-1,2,4-triazol-5-yl]bicyclo[3.1.0]hexan-3-ol